2-trimethylstannyl-4-[2-(oxan-2-yloxy)ethoxy]pyridine C[Sn](C1=NC=CC(=C1)OCCOC1OCCCC1)(C)C